C(C1=CC=CC=C1)N(C(=O)C1=NNC2=CC=C(C=C12)Cl)C1CCN(CC1)S(=O)(=O)CCCC N-benzyl-N-(1-(butylsulfonyl)piperidin-4-yl)-5-chloro-1H-indazole-3-carboxamide